2-(3-methoxyphenyl)-5-methyloctahydropyrrolo[3,4-c]pyrrole oxalate C(C(=O)O)(=O)O.COC=1C=C(C=CC1)N1CC2CN(CC2C1)C